BrC=1C=C(CNC2=C3N=CN(C3=NC=N2)[C@H]2[C@@H](O)[C@H](O)[C@H](O2)CO)C=CC1 6-(3-bromobenzylamino)-9-β-D-arabinofuranosylpurine